OC1=C(CN(C2=C3C(=CC=C12)SC1=C3C=CC=C1)C1=CC=CC=C1)C(C(F)(F)F)=O 4-hydroxy-1-phenyl-3-(2,2,2-trifluoroethan-1-on-1-yl)-[1]benzothieno[2,3-h]quinolin